ClC=1C=C(C=CC1F)C(NC1=NC=C(C=C1C)C(F)(F)F)C=1NC(=C(N1)C)S(=O)(=O)C N-[(3-chloro-4-fluorophenyl)-(4-methyl-5-methylsulfonyl-1H-imidazol-2-yl)methyl]-3-methyl-5-(trifluoromethyl)pyridin-2-amine